C(#N)C1(CC(C1)N1CCN(CC1)C1=CC=C2C(=N1)C(=CN2)NC(NC2=CC=C(C=C2)C(F)(F)F)=O)C 3-{5-[4-(3-cyano-3-methylcyclobutyl)piperazin-1-yl]-1H-pyrrolo[3,2-b]pyridin-3-yl}-1-[4-(trifluoromethyl)phenyl]urea